C1(=CC=CC=C1)C1=C2CCCCC2=CC=C1 1,2,3,4-tetrahydro-5-phenylnaphthalene